4'-Bromo-[1,1'-biphenyl]-2-ol BrC1=CC=C(C=C1)C=1C(=CC=CC1)O